O=S1(CC(CC1)N(C(C1=CC=CC=C1)=O)C)=O N-(1,1-dioxidotetrahydrothiophen-3-yl)-N-methylbenzamide